methyl 3-nitro-5-(prop-2-yn-1-yloxy)benzoate [N+](=O)([O-])C=1C=C(C(=O)OC)C=C(C1)OCC#C